6-chloro-8-(4-(difluoromethoxy)phenyl)-2-((2,2,2-trifluoroethyl)amino)pyrido[2,3-d]pyrimidin-7(8H)-one ClC1=CC2=C(N=C(N=C2)NCC(F)(F)F)N(C1=O)C1=CC=C(C=C1)OC(F)F